N[C@H]1CN(C[C@@H]1C)C=1C2=CN(N=C2C=CC1NC(=O)C1=NN(C(C=C1)=O)C1=C(C=CC=C1F)F)C1(CCC1)C N-(4-((3R,4S)-3-amino-4-methylpyrrolidin-1-yl)-2-(1-methylcyclobutyl)-2H-indazol-5-yl)-1-(2,6-difluorophenyl)-6-oxo-1,6-dihydropyridazine-3-carboxamide